COC1=CC(=C(C=C1NC1=NC=CC(=N1)N1N=CC2=CC=C(C=C12)OC)C=CC(=O)[NH-])N(CCN1CCCC1)C N-(4-methoxy-5-((4-(6-methoxy-1H-indazol-1-yl)pyrimidin-2-yl)amino)-2-(methyl-(2-(pyrrolidin-1-yl)ethyl)amino)phenyl)acryloylamide